6-[4-(1H-pyrrolo[2,3-b]pyridin-4-yl)-1H-pyrazol-1-yl]hexanenitrile N1C=CC=2C1=NC=CC2C=2C=NN(C2)CCCCCC#N